trans-4-((4-(2-Cyclopropyloxazol-4-yl)pyridine-2-yl)((trans-4-(5-methoxy-6-methylpyridin-2-yl)cyclohexyl)methyl)carbamoyl)cyclohexyl ((S)-2,3-dihydroxypropyl)carbamate O[C@@H](CNC(O[C@@H]1CC[C@H](CC1)C(N(C[C@@H]1CC[C@H](CC1)C1=NC(=C(C=C1)OC)C)C1=NC=CC(=C1)C=1N=C(OC1)C1CC1)=O)=O)CO